1,4-bis(3-aminophenoxy)benzene ammonium [2-(acryloyloxy)ethyl]sulfate C(C=C)(=O)OCCOS(=O)(=O)[O-].[NH4+].NC=1C=C(OC2=CC=C(C=C2)OC2=CC(=CC=C2)N)C=CC1